C(C(=O)OF)(=O)OF.[Li] lithium difluoro (oxalate)